tert-butyl (3-(2-(7-fluoro-2-methyl-2H-indazol-5-yl)thieno[2,3-d]pyrimidin-6-yl)cyclohex-3-en-1-yl)-azanecarboxylate FC1=CC(=CC2=CN(N=C12)C)C=1N=CC2=C(N1)SC(=C2)C=2CC(CCC2)NC(=O)OC(C)(C)C